4,4,5,5-tetramethyl-2-[4-(2,2,2-trifluoroethoxy)-phenyl]-1,3,2-dioxaborolane CC1(OB(OC1(C)C)C1=CC=C(C=C1)OCC(F)(F)F)C